C(CCCC(CCCC(=O)N)C(=O)N)CCC(CCCC(=O)N)C(=O)N hexamethyleneadipamide